C(C)N(C1=CC=C(/C=C/C=O)C=C1)CC trans-4-(diethylamino)cinnamaldehyde